C(#N)[C@H]1N(CSC1)C(CNC(=O)C1=CC=NC2=CC=C(C=C12)N1CCO[C@@H](CC1)C)=O N-(2-((R)-4-Cyanothiazolidin-3-yl)-2-oxoethyl)-6-((R)-7-methyl-1,4-oxazepan-4-yl)quinoline-4-carboxamide